N-(2-ethylhexyl)-2-(4-(2-propen-1-yloxy)phenyl)-3,5,7-tri-(2-propen-1-yloxy)-quinolin-4-one C(C)C(CN1C(=C(C(C2=C(C=C(C=C12)OCC=C)OCC=C)=O)OCC=C)C1=CC=C(C=C1)OCC=C)CCCC